C(C)C1=C(C=CC(=C1)O)N=C(N)C1=C(C=2N(N=C1)C=C(C2)C=2C(=NC(=CC2C)OC)C)N[C@H]2C[C@H](CC2)NC(OC(C)(C)C)=O tert-butyl N-[cis-3-[[3-[N'-(2-ethyl-4-hydroxy-phenyl)carbamimidoyl]-6-(6-methoxy-2,4-dimethyl-3-pyridyl)pyrrolo[1,2-b]pyridazin-4-yl]amino]cyclopentyl]carbamate